CC=1C2=C(NC(C1C(\C=C\C1=CC=C(C=C1)N1CCCC1)=O)=O)SC=C2 (E)-4-methyl-5-(3-(4-(pyrrolidin-1-yl)phenyl)acryloyl)thieno[2,3-b]pyridin-6(7H)-one